6-(4-amino-2,6-dichlorophenoxy)-2-(4-fluorophenyl)-3,4-dihydroisoquinoline NC1=CC(=C(OC=2C=C3CCN(CC3=CC2)C2=CC=C(C=C2)F)C(=C1)Cl)Cl